4-Chlorophenyl-1-p-toluenesulfonyl-1H-1,2,3-triazole ClC1=CC=C(C=C1)C=1N=NN(C1)S(=O)(=O)C1=CC=C(C)C=C1